N-(5-(6-cyclobutoxypyrazin-2-yl)pyridin-2-yl)-2-(2-(cyclopropanesulfonamido)thiazol-4-yl)-2-methylpropanamide C1(CCC1)OC1=CN=CC(=N1)C=1C=CC(=NC1)NC(C(C)(C)C=1N=C(SC1)NS(=O)(=O)C1CC1)=O